C(#N)NC#N.[PH4+] phosphonium dicyanoamine salt